4-[3-(methyl-sulfonyl)phenyl]-1-propylpiperidine CS(=O)(=O)C=1C=C(C=CC1)C1CCN(CC1)CCC